Cl.C(#C)C1(CC1)N 1-ethynyl-cyclopropane-1-amine hydrochloride